C(C)(=O)N1CCC(CC1)C1=NN(C=2C=CC=C(C12)C1=C(C=C2C=NN(C2=C1)C)Cl)CC(=O)NCC(=O)NCC(=O)O (2-(3-(1-acetylpiperidin-4-yl)-5'-chloro-1'-methyl-1H,1'H-[4,6'-biindazol]-1-yl)acetyl)glycylglycine